ONC(=N)N N-hydroxyl-guanidine